FC(COC)(C(COC)(F)F)F 2,2,3,3-tetrafluoro-1,4-dimethoxylbutane